NC=1C=C(C=CC1)C1=NNC2=CC=C(C=C12)C1=C2CN(C(C2=CC=C1)=O)CC(C(=O)N)=C 2-({4-[3-(3-aminophenyl)-1H-indazol-5-yl]-1-oxo-2,3-dihydro-1H-isoindol-2-yl}methyl)prop-2-enamide